O=C1NC(CCC1NC1=CC(=C(C=C1)N1CCC(CC1)(O)CN1CCN(CC1)C(=O)OC(C)(C)C)F)=O tert-butyl 4-((1-(4-((2,6-dioxopiperidin-3-yl)amino)-2-fluorophenyl)-4-hydroxypiperidin-4-yl)methyl)piperazine-1-carboxylate